3-(2-{3-[(4-methane-sulfonyl-2-methoxy-phenyl)amino]prop-1-yn-1-yl}-1-(2,2,2-trifluoroethyl)-1H-indol-4-yl)-1-[1-(2-methoxyethyl)piperidin-4-yl]urea CS(=O)(=O)C1=CC(=C(C=C1)NCC#CC=1N(C2=CC=CC(=C2C1)NC(NC1CCN(CC1)CCOC)=O)CC(F)(F)F)OC